tert-butyl (S,E)-2-(2-(N-((1,2,3,5,6,7-hexahydro-S-indacen-4-yl) carbamoyl) sulfamoyl) vinyl)-2-methylpyrrolidine-1-carboxylate C1CCC2=C(C=3CCCC3C=C12)NC(=O)NS(=O)(=O)/C=C/[C@]1(N(CCC1)C(=O)OC(C)(C)C)C